[4-[(5S)-5-amino-spiro[5,7-dihydro-cyclopenta[b]pyridin-6,4'-piperidin]-1'-yl]-7-(2-fluorophenyl)-6-methyl-pyrazolo[1,5-a]pyrazin-3-yl]methanol N[C@@H]1C=2C(=NC=CC2)CC12CCN(CC2)C=2C=1N(C(=C(N2)C)C2=C(C=CC=C2)F)N=CC1CO